Ethyl 8-((3-(difluoromethyl)-4-fluorophenyl)carbamoyl)-7-methyl-3a,4,10,10a-tetrahydro-1H,7H-dipyrrolo[3,4-b:3',4'-f][1,4,5]oxathiazocine-2(3H)-carboxylate 5,5-dioxide FC(C=1C=C(C=CC1F)NC(=O)C=1N(C=C2C1OCC1C(NS2(=O)=O)CN(C1)C(=O)OCC)C)F